(S)-3-(2-thiophenylthio)-butyric acid methyl ester COC(C[C@H](C)SC=1SC=CC1)=O